[Y].[Ce].[Sm] samarium cerium yttrium